N-[(1E)-[5-chloro-1-methyl-3-(trifluoromethyl)pyrazol-4-yl]methylidene]-2-methylpropane-2-sulfinamide ClC1=C(C(=NN1C)C(F)(F)F)\C=N\S(=O)C(C)(C)C